benzoimidazole-5-carboxylic acid piperidin-3-ylamide hydrochloride Cl.N1CC(CCC1)NC(=O)C1=CC2=C(N=CN2)C=C1